C(C1=CC=CC=C1)C1(CN(CC1)C(=O)C=1C=NN(C1)C)C=1C=C2C=NN(C2=CC1C)C1=CC=C(C=C1)F (3-benzyl-3-(1-(4-fluorophenyl)-6-methyl-1H-indazol-5-yl)pyrrolidin-1-yl)(1-methyl-1H-pyrazol-4-yl)methanone